ethyl 5-(isoxazol-3-yl)-2-((8-(trifluoro-methyl)-1,2,3,5,6,7-hexahydro-s-indacen-4-yl)amino)-4,5-dihydro-oxazole-5-carboxylate O1N=C(C=C1)C1(CN=C(O1)NC1=C2CCCC2=C(C=2CCCC12)C(F)(F)F)C(=O)OCC